FC1=C(C(=CC=2CC(CCC12)OCCC(C)(C)O)O)N1CC(NS1(=O)=O)=O 5-[1-fluoro-3-hydroxy-6-(3-hydroxy-3-methylbutoxy)-5,6,7,8-tetrahydronaphthalen-2-yl]-1λ6,2,5-thiadiazolidine-1,1,3-trione